C1(CC1)C=1C=C(C=2N(C1)C=C(N2)C(C)N(S(=O)C(C)(C)C)C)N2C(N(C(C2)=O)C)=O N-(1-(6-cyclopropyl-8-(3-methyl-2,4-dioxoimidazolidin-1-yl)imidazo[1,2-a]pyridin-2-yl)ethyl)-N,2-dimethylpropane-2-sulfinamide